Cl.NC\C=C(\CN1N=NC2=C1C=C(C=C2C2=CC(=CC=C2)S(=O)(=O)N2CC(CC2)(F)F)C(=O)OC)/F methyl (Z)-1-(4-amino-2-fluorobut-2-en-1-yl)-4-(3-((3,3-difluoropyrrolidin-1-yl) sulfonyl) phenyl)-1H-benzo[d][1,2,3]triazole-6-carboxylate hydrochloride